2-(methoxymethyl)-1-methyl-6-(4,4,5,5-tetramethyl-1,3,2-dioxaborolan-2-yl)-1H-benzo[d]imidazole COCC1=NC2=C(N1C)C=C(C=C2)B2OC(C(O2)(C)C)(C)C